ClC1=NC=C(C(=N1)N1C=C(C(=C1)C(F)(F)F)C=O)F 1-(2-chloro-5-fluoropyrimidin-4-yl)-4-(trifluoromethyl)-1H-pyrrole-3-carbaldehyde